Cyclopropanecarboxylic acid [4-(2-{4-[3-(5-tert-butyl-2-cyclopropylmethyl-2H-pyrazol-3-yl)-ureido]-3-fluoro-phenyl}-ethyl)-pyridin-2-yl]-amide C(C)(C)(C)C=1C=C(N(N1)CC1CC1)NC(NC1=C(C=C(C=C1)CCC1=CC(=NC=C1)NC(=O)C1CC1)F)=O